(1S,2S)-N-[7-methyl-6-[4-((3S)-3-methyltetrahydrofuran-3-yl)piperazin-4-ium-1-yl]-3-isoquinolinyl]-2-(2-pyridinyl)cyclopropanecarboxamide Silicon germanium iron [Fe+2].[Ge+2].[Si+4].CC1=C(C=C2C=C(N=CC2=C1)NC(=O)[C@@H]1[C@H](C1)C1=NC=CC=C1)N1CC[NH+](CC1)[C@@]1(COCC1)C